C1(CCCCC1)C1=CC=C(C=C1)NC=1C2=C(N=C(N1)N1CC(OCC1)C1CC1)CN(C2)C2CCN(CC2)C N-(4-cyclohexylphenyl)-2-(2-cyclopropylmorpholino)-6-(1-methyl-piperidin-4-yl)-6,7-dihydro-5H-pyrrolo[3,4-d]pyrimidin-4-amine